FC(C=1C(=C(C=CC1)[C@H](C)NC1=NN(C(C=2C1=CN(C(C2)=O)C2CCOCC2)=O)C)F)([C@H]2OCCC2)F 4-(((S)-1-(3-(difluoro((S)-tetrahydrofuran-2-yl)methyl)-2-fluorophenyl)ethyl)amino)-2-methyl-6-(tetrahydro-2H-pyran-4-yl)pyrido[3,4-d]pyridazine-1,7(2H,6H)-dione